(1-(iso-propylimino)ethyl)pyridine C(C)(C)N=C(C)C1=NC=CC=C1